NC=1C=CC2=C(OC[C@@H]3N2CCCC3)C1C#N (R)-3-amino-6,6a,7,8,9,10-hexahydrobenzo[b]pyrido[1,2-d][1,4]oxazine-4-carbonitrile